O[C@H]1[C@H](CCCC1)CNC(=O)C=1C=2C[C@@H]3[C@H](C2N(N1)C1=C(C=C(C=C1)F)F)C3 (1aR,5aR)-2-(2,4-Difluoro-phenyl)-1a,2,5,5a-tetrahydro-1H-2,3-diaza-cyclopropa[a]pentalene-4-carboxylic acid ((1R,2R)-2-hydroxy-cyclohexylmethyl)-amide